N-[[6-(2,2-dimethylcyclopropanecarbonyl)-6-azaspiro[2.5]octan-2-yl]methyl]-1H-pyrrolo[3,2-c]pyridine-2-carboxamide CC1(C(C1)C(=O)N1CCC2(C(C2)CNC(=O)C2=CC=3C=NC=CC3N2)CC1)C